C(C)(C)C=1C=C(C=NC1)CN1N=C(C=CC1=O)C=1C=NC(=NC1)OCC(F)(F)F 2-((5-isopropylpyridin-3-yl)methyl)-6-(2-(2,2,2-trifluoroethoxy)pyrimidin-5-yl)pyridazin-3(2H)-one